FC1(CC(C1)CC1=CC(=C(N1C1=CC=C(C#N)C=C1)C)C(CN1C2[C@@H](CC1CC2)O)=O)F (±)-4-(5-((3,3-difluorocyclobutyl)methyl)-3-(2-((2R)-2-hydroxy-7-azabicyclo[2.2.1]heptan-7-yl)acetyl)-2-methyl-1H-pyrrol-1-yl)benzonitrile